FC(N1C=NC=C1C(=O)OC)F methyl 3-(difluoromethyl)imidazole-4-carboxylate